NC/C(/COC1=CC=C(C=C1)S(=O)(=O)CC12CCC(CC1)(CC2)C(=O)NC2(CC2)C)=C\F (E)-4-(((4-((2-(aminomethyl)-3-fluoroallyl)oxy)phenyl)sulfonyl)methyl)-N-(1-methylcyclopropyl)bicyclo[2.2.2]octane-1-carboxamide